(2,5-dimethoxyphenyl)methylamine COC1=C(C=C(C=C1)OC)CN